2-(4-Bromophenyl)-3-(2,5-diazabicyclo[2.2.2]-oct-2-ylmethyl)imidazo[1,2-a]pyrimidine dihydrochloride Cl.Cl.BrC1=CC=C(C=C1)C=1N=C2N(C=CC=N2)C1CN1C2CNC(C1)CC2